1-{6-[4-(6-bromo-3-quinolylamino)-2-pyrimidinylamino]-1-indolinyl}-2-(dimethylamino)-1-ethanone BrC=1C=C2C=C(C=NC2=CC1)NC1=NC(=NC=C1)NC1=CC=C2CCN(C2=C1)C(CN(C)C)=O